N-(2-dimethylamino-4-hydroxyphenyl)thiourea CN(C1=C(C=CC(=C1)O)NC(=S)N)C